C(C)C(C(=O)OCC(C)C)(C(C(=O)OCC(C)C)(CC)CC)CC diisobutyl 2,2,3,3-tetraethylsuccinate